ClC(=NC1=CC(=C(C=C1)Cl)Cl)N(C)C 1-chloro-N2-(3,4-dichlorophenyl)-N1,N1-dimethylformamidine